methyl Z-tryptophanate N[C@@H](CC1=CNC2=CC=CC=C12)C(=O)OC